C(C)(C)(C)OC(=O)C=1C(=C(C=CC1)C1=NOC(=C1C(=O)OC)/C(=C/N(C)C)/C(C(F)(F)F)=O)Cl methyl (Z)-3-(3-(tert-butoxycarbonyl)-2-chlorophenyl)-5-(1-(dimethylamino)-4,4,4-trifluoro-3-oxobut-1-en-2-yl)isoxazole-4-carboxylate